BrC1=CC=CC2=C(N(N=C12)C1OCCCC1)C(=O)C1=CC(=C(C(=C1)F)F)F (7-bromo-2-(tetrahydro-2H-pyran-2-yl)-2H-indazol-3-yl)(3,4,5-trifluorophenyl)methanone